CN1N=NC(=C1)C1=CC=C(C(=O)N([C@H]2CNCCC2)C2=NC=CC3=CC=CC(=C23)C=CC(=O)OCC)C=C1 ethyl (R)-3-(1-(4-(1-methyl-1H-1,2,3-triazol-4-yl)-N-(piperidin-3-yl)benzamido)isoquinolin-8-yl)acrylate